C1C(C)[O+]1[O-] propylene oxide-oxide